3-methoxy-5-[3-(methoxymethoxy)-4-(4,4,5-trimethyl-1,3,2-dioxaborolan-2-yl)phenyl]pyridazine COC=1N=NC=C(C1)C1=CC(=C(C=C1)B1OC(C(O1)(C)C)C)OCOC